1-ethoxycarbonylethyl butanedisulfonate C(CCCS(=O)(=O)[O-])S(=O)(=O)OC(C)C(=O)OCC